2-(difluoromethyl)-8-fluoroimidazo[1,2-a]pyridin-6-amine FC(C=1N=C2N(C=C(C=C2F)N)C1)F